C(C)(C)N1C=C(N=CC1=O)S(=O)(=O)N 4-isopropyl-5-oxo-4,5-dihydropyrazine-2-sulfonamide